4-((1-((1H-indol-6-yl)sulfonyl)azetidin-3-yl)(methyl)amino)phenol N1C=CC2=CC=C(C=C12)S(=O)(=O)N1CC(C1)N(C1=CC=C(C=C1)O)C